C(CCCCCCCCC\C=C/CCCC)O (11Z)-11-hexadecen-1-ol